(2S,4R)-1-(tert-butoxycarbonyl)-4-aminopyrrolidine-2-carboxylic acid methyl ester COC(=O)[C@H]1N(C[C@@H](C1)N)C(=O)OC(C)(C)C